bis(trimethylsilyl) acetylenedicarboxylate C(#CC(=O)O[Si](C)(C)C)C(=O)O[Si](C)(C)C